(S)-3-(4-(2-amino-2-cyclohexylacetamido)phenyl)-2-methyl-4-(trifluoromethyl)pyridine 1-oxide N[C@H](C(=O)NC1=CC=C(C=C1)C=1C(=[N+](C=CC1C(F)(F)F)[O-])C)C1CCCCC1